BrC=1C=CC(=C(C1)C=1C2=C(C(N(C1)C)=O)NC=C2)OC2=CC=C(C=C2)CCC2CCNCC2 4-[5-bromo-2-[4-[2-(4-piperidyl)ethyl]phenoxy]phenyl]-6-methyl-1H-pyrrolo[2,3-c]pyridin-7-one